1,2,3,5-tetramethylcyclohexanol CC1(C(C(CC(C1)C)C)C)O